7-fluoro-4-methyl-3-(3-{[4-(trifluoromethyl)phenyl]methoxy}phenyl)-1H-pyrrolo[3,2-c]pyridine FC=1C2=C(C(=NC1)C)C(=CN2)C2=CC(=CC=C2)OCC2=CC=C(C=C2)C(F)(F)F